2-(4-Amino-7-chloro-1-isopropyl-1H-pyrazolo[4,3-c]pyridin-3-yl)-3-chloro-N-methyl-1H-indole-6-carboxamide NC1=NC=C(C2=C1C(=NN2C(C)C)C=2NC1=CC(=CC=C1C2Cl)C(=O)NC)Cl